4-((benzyl(4-cyclohexylphenyl)amino)methyl)-1H-1,2,3-triazole-5-carboxylic acid C(C1=CC=CC=C1)N(C1=CC=C(C=C1)C1CCCCC1)CC=1N=NNC1C(=O)O